3-(2-Bromo-5-chlorophenoxy)-1-methylpyrrolidine BrC1=C(OC2CN(CC2)C)C=C(C=C1)Cl